BrC1=CN=C2N1C=C(C=C2)S(=O)(=O)N2CCN(CC2)C 3-bromo-6-(4-methyl-piperazine-1-sulfonyl)-imidazo[1,2-a]pyridine